5-iodo-7-(2-methoxyethyl)-7H-pyrrolo[2,3-D]pyrimidin-4-amine IC1=CN(C=2N=CN=C(C21)N)CCOC